6-(4-(naphthalen-2-yl)phenyl)-1,3,5-triazine-2,4-diamine C1=C(C=CC2=CC=CC=C12)C1=CC=C(C=C1)C1=NC(=NC(=N1)N)N